m-bis-(4-hydroxyphenoxy)benzene OC1=CC=C(OC2=CC(=CC=C2)OC2=CC=C(C=C2)O)C=C1